BrC1=NNC2=NC(=NC(=C21)C#N)N2CCC(CC2)(C)NC(OC(C)(C)C)=O tert-butyl (1-(3-bromo-4-cyano-1H-pyrazolo[3,4-d]pyrimidin-6-yl)-4-methylpiperidin-4-yl)carbamate